2-hydroxy-4-(3,4,7,8-tetrahydroxy-3,4-dihydro-2H-chromen-2-yl)phenolate OC1=C(C=CC(=C1)C1OC2=C(C(=CC=C2C(C1O)O)O)O)[O-]